3-(3-Chloro-2-methoxyanilino)-2-(3-{[(2S)-1,4-dioxan-2-yl]methoxy}pyridin-4-yl)-1,5,6,7-tetrahydro-4H-pyrrolo[3,2-c]pyridin-4-one ClC=1C(=C(NC2=C(NC3=C2C(NCC3)=O)C3=C(C=NC=C3)OC[C@H]3OCCOC3)C=CC1)OC